C(C1=CC=CC=C1)NC(C(C=1C=NC=CC1)N1CCN(CC1)C)=O N-benzyl-2-(4-methylpiperazin-1-yl)-2-(pyridin-3-yl)acetamide